C(N)(=O)C=1C(=C(C(=C2C(=C(NC12)C)C)C1=CC(CCC1)NC(OC(C)(C)C)=O)F)F tert-butyl (3-(7-carbamoyl-5,6-difluoro-2,3-dimethyl-1H-indol-4-yl)cyclohex-2-en-1-yl)carbamate